BrC=1C=C(C=C2C(N(CC12)C1=CC(=CC=C1)C1(COC1)CC1=NN=CN1C)=O)C=O 7-bromo-2-(3-(3-((4-methyl-4H-1,2,4-triazol-3-yl)methyl)oxetan-3-yl)phenyl)-3-oxoisoindoline-5-carbaldehyde